[4-[tert-butyl-(dimethyl)silyl]oxyanilino]-1-isopropyl-5-methyl-pyrrole-2-carbonitrile C(C)(C)(C)[Si](OC1=CC=C(NC2=C(N(C(=C2)C)C(C)C)C#N)C=C1)(C)C